CN1CCC(CC1)C1=CC=C(C=C1)B(O)O (4-(1-methylpiperidin-4-yl)phenyl)boronic acid